[1-(2,6-difluorophenyl)-1H-pyrazol-3-yl]-2-(trifluoromethyl)benzamide FC1=C(C(=CC=C1)F)N1N=C(C=C1)C=1C(=C(C(=O)N)C=CC1)C(F)(F)F